COC1=CC=CC=C1NC(=O)C2=CC3=CC=CC=C3C=C2O 3-hydroxy-N-(2-methoxyphenyl)-2-naphthamide